CN1CC(CC(C1)N)N 1-methylpiperidine-3,5-diamine